C1CC[NH+]2[C@@H](C1)[C@H]3C[C@@H](C2O)[C@H]4CCCC(=O)N4C3 The molecule is an organic cation that is the conjugate acid of 17-hydroxylupanine, arising from protonation of the hemiaminal nitrogen; major species at pH 7.3. It is an ammonium ion derivative and an organic cation. It is a conjugate acid of a 17-hydroxylupanine.